CS(=O)(=O)N[C@@H]1[C@@H](N(CCC1)C(=O)OC1CC1)COC1CCN(CC1)C1=NC=CC=N1 cyclopropyl cis-3-((methylsulfonyl)amino)-2-(((1-(pyrimidin-2-yl)piperidin-4-yl)oxy)methyl)piperidine-1-carboxylate